C(C)(C)(C)OC(=O)NC[C@@H](CC)OC=1C(=CC2=C(C=CC=C2C1)F)C(=O)OC methyl (R)-3-((1-((tert-butoxycarbonyl) amino) butan-2-yl) oxy)-8-fluoro-2-naphthoate